2-O-oleoyl-glycerol C(CCCCCCC\C=C/CCCCCCCC)(=O)OC(CO)CO